S(=O)(=O)(O)CCCC=C(C(=O)N)CCCN(C)C sulfopropyl-dimethylaminopropyl-acrylamide